(1S,3aS,6aR)-2-(9-fluoro-9H-fluorene-9-carbonyl)-N-((R)-4-hydroxy-3-oxo-1-((R)-2-oxopyrrolidin-3-yl)butan-2-yl)octahydrocyclopenta[c]pyrrole-1-carboxamide FC1(C2=CC=CC=C2C=2C=CC=CC12)C(=O)N1[C@@H]([C@H]2[C@@H](C1)CCC2)C(=O)N[C@H](C[C@@H]2C(NCC2)=O)C(CO)=O